BrCC1CCN(CC1)C(=O)OCC1=CC=CC=C1 benzyl 4-(bromomethyl)piperidine-1-carboxylate